CC1CCC(C(C1)SCCCCCCCCCCCCCCCCCC)=C(C)C (5-methyl-2-(propan-2-ylidene)cyclohexyl)(octadecyl)sulfane